C(=O)O.C(C)N(C1CCNCC1)C1=NC=C(C(=N1)OC)C(=O)NC1=CC2=CN(N=C2C(=C1)F)C (ethyl-(piperidin-4-yl)amino)-N-(7-fluoro-2-methyl-2H-indazol-5-yl)-4-methoxypyrimidine-5-carboxamide formate salt